CN1N=CC(=C1)S(=O)(=O)NC(OC)=O Methyl ((1-methyl-1H-pyrazol-4-yl)sulfonyl)carbamate